N-methyl-carboxamide CNC=O